CN1C(=NC2=C(C1=O)C=NN2)N2CCC1(CCN(C1)C1=NC=C(C=N1)C(F)(F)F)CC2 5-methyl-6-(2-(5-(trifluoromethyl)pyrimidin-2-yl)-2,8-diazaspiro[4.5]decan-8-yl)-1,5-dihydro-4H-pyrazolo[3,4-d]pyrimidin-4-one